methyl 2-amino-3,5-difluoropyridine-4-carboxylate NC1=NC=C(C(=C1F)C(=O)OC)F